((1S,3S,4R)-3-amino-4-(4-bromophenyl)cyclopentyl)methanol N[C@H]1C[C@H](C[C@@H]1C1=CC=C(C=C1)Br)CO